1-(2-((2-(3-chloro-2-fluorophenylmethylamino)-2-oxoethyl)(isopropyl)amino)-2-oxoethyl)-1H-pyrazole-4-carboxylic acid ethyl ester C(C)OC(=O)C=1C=NN(C1)CC(=O)N(C(C)C)CC(=O)NCC1=C(C(=CC=C1)Cl)F